N-[4-(3-cyanophenyl)-5-[2-(difluoromethyl)-6-methyl-4-pyridyl]thiazol-2-yl]-2-oxa-6-azaspiro[3.3]heptane-6-carboxamide C(#N)C=1C=C(C=CC1)C=1N=C(SC1C1=CC(=NC(=C1)C)C(F)F)NC(=O)N1CC2(COC2)C1